(4-chlorophenyl)(4-hydroxyphenyl)methanone ClC1=CC=C(C=C1)C(=O)C1=CC=C(C=C1)O